CC1(C2=CC=CC=C2C=2C(=CC=CC12)N)C 9,9-Dimethyl-9H-fluoren-4-amine